1-(6-(6-((R)-2-(3-fluorophenyl)pyrrolidin-1-yl)imidazo[1,2-b]pyridazin-3-yl)pyridin-2-yl)azetidine-3-carboxamide FC=1C=C(C=CC1)[C@@H]1N(CCC1)C=1C=CC=2N(N1)C(=CN2)C2=CC=CC(=N2)N2CC(C2)C(=O)N